C1(CCCC1)N1N=NC2=C1C=CC(=C2)C2=NC(=NO2)C2=CC(=C(C=C2)OC)C(F)(F)F 1-cyclopentyl-5-{3-[4-methoxy-3-(trifluoromethyl)phenyl]-1,2,4-oxadiazol-5-yl}-1H-1,2,3-benzotriazole